(S)-6-(1-(2-oxo-1-(2,3,4-trifluorobenzyl)pyrrolidin-3-yl)piperidin-4-yl)benzo[d]oxazol-2(3H)-one O=C1N(CC[C@@H]1N1CCC(CC1)C1=CC2=C(NC(O2)=O)C=C1)CC1=C(C(=C(C=C1)F)F)F